ethyl 1-(pyridin-2-yl)-1H-1,2,3-triazole-4-carboxylate N1=C(C=CC=C1)N1N=NC(=C1)C(=O)OCC